C(C)(C)C1=C(C=CC=C1)[C@H]1N(CCNC1)C1CC2(C1)CCN(CC2)C2=NC=C(C(=O)N)C=C2 6-(2-((R)-2-(2-isopropylphenyl)piperazin-1-yl)-7-azaspiro[3.5]nonan-7-yl)nicotinamide